diethylene glycol di-n-pentyl ether C(CCCC)OCCOCCOCCCCC